N-(6-((4-(aminomethyl)-1H-pyrazol-1-yl)methyl)-5-methoxybenzo[d]isoxazol-3-yl)-6-methoxy-2,3-dihydro-1H-indene-5-sulfonamide hydrochloride Cl.NCC=1C=NN(C1)CC1=CC2=C(C(=NO2)NS(=O)(=O)C=2C=C3CCCC3=CC2OC)C=C1OC